FCC(CF)N1CC(C(CC1)CC1=C2C=CNC2=C(C=C1C)C)C=1C=NN(C1)C 4-((1-(1,3-difluoropropan-2-yl)-3-(1-methyl-1H-pyrazol-4-yl)piperidin-4-yl)methyl)-5,7-dimethyl-1H-indole